FC(CN1CCN(CC1)C(CC1=CC=C(C=C1)NC(OCC1=CC=C(C=C1)Cl)=O)=O)F 4-chlorobenzyl (4-(2-(4-(2,2-difluoroethyl)piperazin-1-yl)-2-oxoethyl)phenyl)carbamate